N-(cyclopropylmethyl)-5-[4-(4-{[(6-methylpyridin-3-yl)methyl]carbamoyl}-1H-1,2,3-triazol-1-yl)butyl]-1,3,4-thiadiazole-2-carboxamide C1(CC1)CNC(=O)C=1SC(=NN1)CCCCN1N=NC(=C1)C(NCC=1C=NC(=CC1)C)=O